(1R,3r,5S)-8-methyl-8-azabicyclo[3.2.1]octan-3-yl 2,3-diphenylpropanoate C1(=CC=CC=C1)C(C(=O)OC1C[C@H]2CC[C@@H](C1)N2C)CC2=CC=CC=C2